chloro-4''-((3-methylpyridin-2-yl)methoxy)-3-(2-hydroxypropan-2-yl)-5',6''-dimethyl-2H,2''H-[1,2':4',1''-terpyridin]-2,2''-dione ClC1=C(C(N(C=C1)C1=NC=C(C(=C1)N1C(C=C(C=C1C)OCC1=NC=CC=C1C)=O)C)=O)C(C)(C)O